2,3-Di-chloro-5,6-dicyano-1,4-benzoquinone ClC=1C(C(=C(C(C1Cl)=O)C#N)C#N)=O